CN(CCCN(C(CCCCCCCCC)=O)C(CC(=O)NN=C(CCCCCCCC)CCCCCCCC)CCCCCCCCC)C N-[3-(dimethylamino)propyl]-N-{1-[N'-(heptadecan-9-ylidene)hydrazinecarbonyl]undecan-2-yl}decanamide